C12C(CC(CC1)C2)NC2=NC(=NC(=N2)NC=2SC1=C(N2)C=CC(=C1)OC)NC1CNCC1 N2-(bicyclo[2.2.1]heptan-2-yl)-N4-(6-methoxybenzo[d]thiazol-2-yl)-N6-(pyrrolidin-3-yl)-1,3,5-triazine-2,4,6-triamine